FC1CC(N(C1)C(CC1=CN=NN1)=O)C(=O)NC(C1=CC(=CC=C1)OC)C1=NC(=C(C=C1)C(C)C)F 4-fluoro-N-{[6-fluoro-5-(propan-2-yl)pyridin-2-yl](3-methoxyphenyl)methyl}-1-[2-(1H-1,2,3-triazol-5-yl)acetyl]pyrrolidine-2-carboxamide